1-(2-(2-chlorophenyl)-4-(4-fluorophenoxy)butyl)-1H-imidazole ClC1=C(C=CC=C1)C(CN1C=NC=C1)CCOC1=CC=C(C=C1)F